calcium stearoyllactate C(CCCCCCCCCCCCCCCCC)(=O)OC(C(O)C)=O.[Ca]